ClC1=NC=C(C(=C1)C1=C(C=NC(=C1)C)C(=O)O)CC 2'-chloro-5'-ethyl-6-methyl-(4,4'-bipyridine)-3-carboxylic Acid